(R)-N-(3-(1-((6-amino-[3,4-bipyridin]-5-yl)oxy)ethyl)phenyl)-3-(dimethylamino)benzamide NC1=C(C=C(C=N1)C1=CC=NC=C1)O[C@H](C)C=1C=C(C=CC1)NC(C1=CC(=CC=C1)N(C)C)=O